2-[5-(4-fluorophenyl)-3-isopropyl-imidazol-4-yl]-N-[5-[4-(trideuteriomethyl)piperazin-1-yl]-2-pyridyl]-1H-imidazole-4-carboxamide FC1=CC=C(C=C1)C1=C(N(C=N1)C(C)C)C=1NC=C(N1)C(=O)NC1=NC=C(C=C1)N1CCN(CC1)C([2H])([2H])[2H]